(Z)-7-octadecenoic acid methyl ester COC(CCCCC\C=C/CCCCCCCCCC)=O